3-(4,4'-difluoro-2',5,6'-trimethyl-[1,1'-biphenyl]-3-yl)propionic acid FC1=C(C=C(C=C1C)C1=C(C=C(C=C1C)F)C)CCC(=O)O